O=C1OCCN1C1CNCC1 3-(2-oxooxazolidin-3-yl)pyrrolidin